N-(3,3-difluoropiperidin-4-yl)-6-fluoro-2-methyl-5-((2-(trifluoromethyl)pyridin-3-yl)-methoxy)benzofuran-3-carboxamide FC1(CNCCC1NC(=O)C1=C(OC2=C1C=C(C(=C2)F)OCC=2C(=NC=CC2)C(F)(F)F)C)F